N-((1S)-1-(5-((4,5-dichloro-2,3-dihydro-1H-inden-2-yl)amino)pyridin-2-yl)-2,2,2-trifluoroethyl)-N-methyl-1-(methylsulfonyl)piperidine-4-carboxamide ClC1=C2CC(CC2=CC=C1Cl)NC=1C=CC(=NC1)[C@@H](C(F)(F)F)N(C(=O)C1CCN(CC1)S(=O)(=O)C)C